2-[2-amino-9-[(2,6-difluoro-4-nitro-phenyl)methyl]purin-6-yl]pyridine-4-carbonitrile NC1=NC(=C2N=CN(C2=N1)CC1=C(C=C(C=C1F)[N+](=O)[O-])F)C1=NC=CC(=C1)C#N